ClC(=O)OC1OCCCC1 tetrahydropyranyl chloroformate